[Na].[Cu] copper, sodium salt